6-methyl-3,6-diazabicyclo[3.1.1]heptane dihydrochloride Cl.Cl.CN1C2CNCC1C2